3,5-dihydroxy-2,6-bis-[(3''R-4'''S)-p-menthenyl]-trans-stilbene OC=1C(=C(C(=C(C1)O)C1C=C(CCC1C(C)C)C)\C=C\C1=CC=CC=C1)C1C=C(CCC1C(C)C)C